ClC1=NC=C(C=C1)C1OCCO1 2-chloro-5-(1,3-dioxolan-2-yl)-pyridine